FC1(C[C@H](NC1)C=1N=CN(C1)C1=C(C=C(C=N1)NC(CN1N=C(C=C1C)C(F)(F)F)=O)F)F (S)-N-(6-(4-(4,4-difluoropyrrolidin-2-yl)-1H-imidazol-1-yl)-5-fluoropyridin-3-yl)-2-(5-methyl-3-(trifluoromethyl)-1H-pyrazol-1-yl)acetamide